(S)-4-Cyclopropyl-N-((4,4-difluorocyclohexyl)(7-((5,5-dimethyl-2-oxotetrahydropyrimidin-1(2H)-yl)methyl)imidazo[1,2-b]pyridazin-2-yl)methyl)-1,2,5-oxadiazole-3-carboxamide C1(CC1)C=1C(=NON1)C(=O)N[C@H](C=1N=C2N(N=CC(=C2)CN2C(NCC(C2)(C)C)=O)C1)C1CCC(CC1)(F)F